6-(((1r,3s,5s)-6,6-difluorobicyclo[3.1.0]hexane-3-yl)methoxy)-N-(4-methoxybenzyl)-N-methyl-5-(1-methyl-1H-imidazol-4-yl)pyridine-3-sulfonamide FC1([C@H]2CC(C[C@@H]12)COC1=C(C=C(C=N1)S(=O)(=O)N(C)CC1=CC=C(C=C1)OC)C=1N=CN(C1)C)F